dimethyl 1-oxidopyridin-1-ium-2,3-dicarboxylate [O-][N+]1=C(C(=CC=C1)C(=O)OC)C(=O)OC